2-(2,6-dioxopiperidin-3-yl)-4-(2-fluoro-4-((4-(2-fluorobenzoyl)piperazin-1-yl)methyl)benzylamino)isoindoline-1,3-dione O=C1NC(CCC1N1C(C2=CC=CC(=C2C1=O)NCC1=C(C=C(C=C1)CN1CCN(CC1)C(C1=C(C=CC=C1)F)=O)F)=O)=O